3-(methacrylamido)-propyltrimethylammonium chloride [Cl-].C(C(=C)C)(=O)NCCC[N+](C)(C)C